ClC1=C(N=C2N1C=CC(=C2)C(=O)OC)C2=C(C(=CC=C2)F)C=2C(=NN(C2)C)C methyl 3-chloro-2-(2-(1,3-dimethyl-1H-pyrazol-4-yl)-3-fluorophenyl)imidazo[1,2-a]pyridine-7-carboxylate